tertbutyl (2-(3,5-dichloro-4-((4'-methyl-2'-oxospiro[cyclopropane-1,3'-indolin]-5'-yl)oxy)phenyl)-3,5-dioxo-2,3,4,5-tetrahydro-1,2,4-triazin-6-yl)carbamate ClC=1C=C(C=C(C1OC=1C(=C2C3(C(NC2=CC1)=O)CC3)C)Cl)N3N=C(C(NC3=O)=O)NC(OC(C)(C)C)=O